(S)-2-(5-Cyano-6-hydroxy-2-oxo-1,2-dihydroquinolin-3-yl)-N-(1-(2,4-difluorophenyl)ethyl)acetamide C(#N)C1=C2C=C(C(NC2=CC=C1O)=O)CC(=O)N[C@@H](C)C1=C(C=C(C=C1)F)F